N1=C(C=CC=C1)C[C@H](N)C(=O)O β-(2-pyridinyl)alanine